N-(3,5-difluorophenyl)-3-(2-(pyridin-2-yl)vinyl)-1H-indazol-5-amine FC=1C=C(C=C(C1)F)NC=1C=C2C(=NNC2=CC1)C=CC1=NC=CC=C1